N-(6-(2-(diethylamino)thiazol-5-yl)isoquinolin-3-yl)-2-(4-methylpiperazin-1-yl)acetamide myristyl-palmitate C(CCCCCCCCCCCCC)OC(CCCCCCCCCCCCCCC)=O.C(C)N(C=1SC(=CN1)C=1C=C2C=C(N=CC2=CC1)NC(CN1CCN(CC1)C)=O)CC